C[C@@H](CN[C@@H]([C@H]1CNC2=C(N1)N=CC=C2)C2=CC=CC=C2)C=2C=CC(=NC2)C#N 5-[(1R)-1-methyl-2-[[(R)-phenyl-[(3R)-1,2,3,4-tetrahydropyrido[2,3-b]pyrazin-3-yl]methyl]amino]ethyl]pyridine-2-carbonitrile